S-(3-(4-nitrophenyl)prop-2-yn-1-yl) ethanethioate C(C)(SCC#CC1=CC=C(C=C1)[N+](=O)[O-])=O